N1=C(C=CC=C1)CCCC(=O)O 4-(pyridin-2-yl)butyric acid